1-(2-(1,3-dioxan-2-yl)ethyl)-4-(tert-butyl)cyclohexan-1-ol O1C(OCCC1)CCC1(CCC(CC1)C(C)(C)C)O